6-[5-bromo-1-(4-chloro-phenyl)-7-fluoro-1-(3-hydroxycyclobutoxy)-3-oxo-1,3-dihydro-isoindol-2-ylmethyl]Nicotinonitrile BrC=1C=C2C(N(C(C2=C(C1)F)(OC1CC(C1)O)C1=CC=C(C=C1)Cl)CC1=NC=C(C#N)C=C1)=O